[Zr].[Mn].[Mg].[Al] Aluminum-magnesium-manganese-zirconium